(-)-6-{2-(2,4-difluorophenyl)-6-[(4-methylpiperazin-1-yl)methyl]-4,5,6,7-tetrahydropyrazolo[1,5-a]pyrimidin-3-yl}-2-(2-methylphenyl)pyridazin-3(2H)-one FC1=C(C=CC(=C1)F)C1=NN2C(NCC(C2)CN2CCN(CC2)C)=C1C=1C=CC(N(N1)C1=C(C=CC=C1)C)=O